O1P(OCC1)N(C(C)C)P1OCCO1 N,N-bis(1,3,2-dioxaphospholanyl)-N-isopropylamine